C(#N)CC1CC(C1)(C1=NN=CN1C)C=1C=C(C=CC1)NC(=O)C1=CC(=C2C(=N1)C(CO2)(C)C)CNC2CCCCCC2 N-(3-((1s,3s)-3-(cyanomethyl)-1-(4-methyl-4H-1,2,4-triazol-3-yl)cyclobutyl)phenyl)-7-((cycloheptylamino)methyl)-3,3-dimethyl-2,3-dihydrofuro[3,2-b]pyridine-5-carboxamide